FC1=CC(=C(OC2CCC3(CN(C3)C(CC[C@H]3NC(OC3)=O)=O)CC2)C=C1)S(=O)(=O)C (4R)-4-[3-[7-(4-Fluoro-2-methyl-sulfonyl-phenoxy)-2-azaspiro[3.5]nonan-2-yl]-3-oxo-propyl]oxazolidin-2-one